O=C1NC(CCC1N1C(C2=CC=C(C=C2C1)C(=O)N[C@@H](C(F)(F)F)C1=NC(=CC=C1)C(F)(F)F)=O)=O 2-(2,6-dioxopiperidin-3-yl)-1-oxo-N-((R)-2,2,2-trifluoro-1-(6-(trifluoromethyl)pyridin-2-yl)ethyl)isoindoline-5-carboxamide